2,4,5,6-Tetrakis(9H-carbazol-9-yl)isophthalonitrile C1=CC=CC=2C3=CC=CC=C3N(C12)C1=C(C#N)C(=C(C(=C1C#N)N1C2=CC=CC=C2C=2C=CC=CC12)N1C2=CC=CC=C2C=2C=CC=CC12)N1C2=CC=CC=C2C=2C=CC=CC12